tert-butyl 5-[3-[(1-benzyloxycarbonyl-4-piperidyl)oxy]phenyl]-5,8-diazaspiro[3.5]nonane-8-carboxylate C(C1=CC=CC=C1)OC(=O)N1CCC(CC1)OC=1C=C(C=CC1)N1C2(CCC2)CN(CC1)C(=O)OC(C)(C)C